(R)-N-((S)-1'-(5-iodo-1-methyl-6-oxo-1,6-dihydropyrimidin-2-yl)-5-((trimethylsilyl)ethynyl)-1,3-dihydrospiro[inden-2,4'-piperidin]-3-yl)-2-methylpropan-2-sulfinamide IC1=CN=C(N(C1=O)C)N1CCC2(CC1)CC1=CC=C(C=C1[C@H]2N[S@](=O)C(C)(C)C)C#C[Si](C)(C)C